tetra-tert-butyl 6,6',6'',6'''-((((4-((7-ethoxy-7-oxoheptyl)oxy)pyridine-2,6-diyl)bis(methylene))bis(azanetriyl))tetrakis(methylene))tetrapicolinate C(C)OC(CCCCCCOC1=CC(=NC(=C1)CN(CC1=CC=CC(=N1)C(=O)OC(C)(C)C)CC1=CC=CC(=N1)C(=O)OC(C)(C)C)CN(CC1=CC=CC(=N1)C(=O)OC(C)(C)C)CC1=CC=CC(=N1)C(=O)OC(C)(C)C)=O